FC1(OC2=C(O1)C=CC(=C2)[C@H](C)OC2=NC(=CC(=C2)N2N=C(C=1CCC[C@@H](C21)OC2CCC(CC2)C(=O)O)C(F)(F)F)F)F 4-[[(7S)-1-[2-[(1S)-1-(2,2-difluoro-1,3-benzodioxol-5-yl)ethoxy]-6-fluoro-4-pyridinyl]-3-(trifluoromethyl)-4,5,6,7-tetrahydroindazol-7-yl]oxy]cyclohexanecarboxylic acid